4-[2-[(5-chloropyridin-2-yl)amino]-1,3-thiazol-4-yl]pyridin-2-amine ClC=1C=CC(=NC1)NC=1SC=C(N1)C1=CC(=NC=C1)N